(±)-2-(2-(7-(2-(Aminomethyl)pyridin-4-yl)benzofuran-5-yl)-4-methyl-3,4-dihydro-2H-benzo[b][1,4]oxazin-8-yl)acetic acid ethyl ester C(C)OC(CC1=CC=CC2=C1O[C@@H](CN2C)C=2C=C(C1=C(C=CO1)C2)C2=CC(=NC=C2)CN)=O |r|